[Si](C)(C)(C(C)(C)C)OC1C(OC2=C1C=C(C=C2)C(=O)OC)(C)COC methyl 3-((tert-butyldimethylsilyl)oxy)-2-(methoxymethyl)-2-methyl-2,3-dihydrobenzofuran-5-carboxylate